CCC1(COC1)COCCCCCCC2=CC=C(C=C2)N(C3=CC=CC=C3)C4=CC=C(C=C4)C5=CC=C(C=C5)N(C6=CC=CC=C6)C7=CC=C(C=C7)CCCCCCOCC8(COC8)CC N4,N4'-bis(4-(6-((3-ethyloxetan-3-yl)methoxy)hexyl)phenyl)-N4,N4'-diphenylbiphenyl-4,4'-diamine